N-(sec-butyl)-N-(sec-butyl)amide C(C)(CC)[N-]C(C)CC